3-acryloxypropyl-triallylsilane C(C=C)(=O)OCCC[Si](CC=C)(CC=C)CC=C